FC1=CC=C(C(=O)N[C@]2([C@H](C2)C)C2=NC=3CCCN(C3C=C2)C2=NC(=NC=C2)C)C=C1 4-fluoro-N-((1R,2S)-2-methyl-1-(5-(2-methyl-pyrimidin-4-yl)-5,6,7,8-tetrahydro-1,5-naphthyridin-2-yl)cyclopropyl)benzamide